COC1CC(C1)N1NC2=NC=C(C=C2C1=O)N1CCC(CC1)N(C(=O)NC=1C(N(C=C(C1)C(F)(F)F)C)=O)C 1-(1-(2-((1r,3r)-3-methoxycyclobutyl)-3-oxo-2,3-dihydro-1H-pyrazolo[3,4-b]pyridin-5-yl)piperidin-4-yl)-1-methyl-3-(1-methyl-2-oxo-5-(trifluoromethyl)-1,2-dihydropyridin-3-yl)urea